6-((2-fluoro-4-(methoxycarbonyl)benzyl)oxy)-3',6'-dihydro-[2,4'-bipyridine] FC1=C(COC2=CC=CC(=N2)C=2CC=NCC2)C=CC(=C1)C(=O)OC